L-cysteine-HCl salt Cl.N[C@@H](CS)C(=O)O